BrC=1C=C(C=2N(C1)N=CC2C#N)C=2C=CC(=NC2)N2CCC(CC2)(C)NC(C2=NC=CC=C2)=O N-(1-(5-(6-bromo-3-cyanopyrazolo[1,5-a]pyridin-4-yl)pyridin-2-yl)-4-methylpiperidin-4-yl)picolinamide